FC(C=1C=C(OCCNC2(CCOCC2)C(=O)N[C@@H](C)C2=CC=C(C(=O)O)C=C2)C=CC1)(F)F 4-[(1s)-1-[[4-[2-[3-(Trifluoromethyl)phenoxy]ethylamino]tetrahydropyran-4-carbonyl]amino]ethyl]benzoic acid